CN1C(N(C2=C1C=NC(=C2)NC2=CC=1C(=NSN1)C=C2C)C2CCC(CC2)=O)=O 3-Methyl-6-((6-methylbenzo[c][1,2,5]thiadiazol-5-yl)amino)-1-(4-oxocyclohexyl)-1,3-Dihydro-2H-imidazolo[4,5-c]pyridin-2-one